ClC1=C(C=CC(=C1C1=CC=CC=C1)NC1=C(C(=O)O)C=CC=C1)NCC 2-((6-chloro-5-ethylamino-[1,1'-biphenyl]-2-yl)amino)benzoic acid